C(C)(C)(C)OC(CC(C(C)[N+](=O)[O-])C)=O 3-methyl-4-nitropentanoic acid tert-butyl ester